(1-((3aR,4R,6S,6aS)-6-Methoxy-2,2-dimethyltetrahydrofuro[3,4-d][1,3]dioxole-4-carbonyl)piperidin-4-yl)boronic acid CO[C@H]1O[C@H]([C@H]2[C@@H]1OC(O2)(C)C)C(=O)N2CCC(CC2)B(O)O